N-benzyl-N-(4-fluorophenyl)-3-methoxy-4-nitrobenzamide C(C1=CC=CC=C1)N(C(C1=CC(=C(C=C1)[N+](=O)[O-])OC)=O)C1=CC=C(C=C1)F